(1R,2S,5S)-3-((R)-2-hydroxy-2-(2-methoxyphenyl)acetyl)-6,6-dimethyl-N-((S)-3-oxo-1-((S)-2-oxopyrrolidin-3-yl)-4-(trifluoromethoxy)butan-2-yl)-3-azabicyclo-[3.1.0]hexane-2-carboxamide O[C@@H](C(=O)N1[C@@H]([C@H]2C([C@H]2C1)(C)C)C(=O)N[C@@H](C[C@H]1C(NCC1)=O)C(COC(F)(F)F)=O)C1=C(C=CC=C1)OC